NC1=CC=C(C=N1)C(C#N)(C)C 2-(6-amino-3-pyridyl)-2-methyl-propionitrile